trans-3-amino-6'-chloro-2'-methyl-1',2'-dihydro-3'h-spiro[cyclobutane-1,4'-isoquinolin]-3'-one tartrate salt C(=O)(O)C(O)C(O)C(=O)O.NC1CC2(C(N(CC3=CC=C(C=C23)Cl)C)=O)C1